N-(cyclohexylmethyl)-1-[2-[[4-(6-fluoro-1H-indazol-4-yl)triazol-1-yl]methyl]imidazo[1,2-a]pyridin-6-yl]methanamine C1(CCCCC1)CNCC=1C=CC=2N(C1)C=C(N2)CN2N=NC(=C2)C2=C1C=NNC1=CC(=C2)F